[C].[Mn].[Zn] zinc-manganese carbon